1-methoxy-4-(phenylethynyl)benzene COC1=CC=C(C=C1)C#CC1=CC=CC=C1